Cl.CN1N=C2C(=CC(=CC2=C1)C1=CC2=C(N=C(S2)OC2CC(NC(C2)(C)C)(C)C)C=C1)C 6-(2,7-Dimethyl-2H-indazol-5-yl)-2-[(2,2,6,6-tetramethylpiperidin-4-yl)oxy]-1,3-benzothiazol-Hydrochlorid